C(C=C)(=O)N1[C@H](CN(CC1)C1=NC(=NN2C1=NC=C2CC2=CC1=CC=CC=C1C=C2)OC[C@H]2N(CCC2)C)CC#N 2-((S)-1-acryloyl-4-(2-(((S)-1-methylpyrrolidin-2-yl)methoxy)-7-(naphthalen-2-ylmethyl)imidazo[2,1-f][1,2,4]triazin-4-yl)piperazin-2-yl)acetonitrile